C(C)N(CC1=CC=C(C=C1)OC)CC1(CCC(CC1)C(F)(F)F)F Ethyl-(1-fluoro-4-trifluoromethyl-cyclohexylmethyl)-(4-methoxy-benzyl)-amine